COC=1C=C2C(=NC=NC2=CC1OCC1CCNCC1)C1=CC=C(C=C1)NC(CC=1C=NC(=CC1)C(F)(F)F)=O N-(4-(6-methoxy-7-(piperidin-4-ylmethoxy)quinazolin-4-yl)phenyl)-2-(6-(trifluoromethyl)pyridin-3-yl)acetamide